dimethylcyclohexanepropanol CC1C(CCCC1)(CCCO)C